FC=1C=C2C(CN(C2=CC1)C1=CC=C(C=N1)N)(C)C 6-(5-fluoro-3,3-dimethylindolin-1-yl)pyridin-3-amine